racemic-2-(((3-butyl-3-ethyl-5-(4-fluorophenyl)-7-methoxy-1,1-dioxido-2,3,4,5-tetrahydro-1,5-benzothiazepin-8-yl)methyl)thio)-2-methylpropanoic acid C(CCC)[C@]1(CS(C2=C(N(C1)C1=CC=C(C=C1)F)C=C(C(=C2)CSC(C(=O)O)(C)C)OC)(=O)=O)CC |r|